(S)-4-amino-N-(2,2-difluoro-1-(2-fluoro-4-(trifluoromethyl)phenyl)ethyl)-7-fluoro-N-(methyl-d3)imidazo[1,5-a]quinoxaline-8-carboxamide NC=1C=2N(C3=CC(=C(C=C3N1)F)C(=O)N(C([2H])([2H])[2H])[C@H](C(F)F)C1=C(C=C(C=C1)C(F)(F)F)F)C=NC2